N-(3-(2-chloro-6-(trifluoromethyl)phenoxy)-2,3-dihydro-1H-inden-5-yl)-N-(1,1-dioxotetrahydro-2H-thiopyran-4-yl)-3-(trifluoromethyl)benzenesulfonamide ClC1=C(OC2CCC3=CC=C(C=C23)N(S(=O)(=O)C2=CC(=CC=C2)C(F)(F)F)C2CCS(CC2)(=O)=O)C(=CC=C1)C(F)(F)F